OCCN(C(C(=C)C)=O)CCO N,N-Bis(2-hydroxyethyl)-2-methyl-2-propenamide